C(C)C1N(C2=CC=C(C=C2CC1)CC)S(=O)(=O)C1=CC(=C(C=C1)OCC1CCOCC1)S(=O)(=O)C 2,6-diethyl-1-((3-(methyl-sulfonyl)-4-((tetrahydro-2H-pyran-4-yl)methoxy)phenyl)sulfonyl)-1,2,3,4-tetrahydroquinoline